FC(C1=CC(=NC(=C1)C1=C(C=CC=C1)C=1C(=C(C=C(C1)C(C)(C)C)C12CC3CC(CC(C1)C3)C2)O)C2=C(C=CC=C2)C=2C(=C(C=C(C2)C(C)(C)C)C23CC1CC(CC(C2)C1)C3)O)(F)F 2',2'''-(4-(Trifluoromethyl)pyridine-2,6-diyl)bis(3-((3r,5r,7r)-adamantan-1-yl)-5-(tert-butyl)-[1,1'-biphenyl]-2-ol)